FC1=C(C=C(C=C1)C1=C(C(=NC2=CC(=CC=C12)O)C12CC(C1)(C2)C(=O)O)C(C)C)C 3-[4-(4-fluoro-3-methyl-phenyl)-7-hydroxy-3-isopropyl-2-quinolyl]bicyclo-[1.1.1]pentane-1-carboxylic acid